1-ethyl 2-tert-butyl 6-hydroxy-3,4-dihydroisoquinoline-1,2(1H)-dicarboxylate OC=1C=C2CCN(C(C2=CC1)C(=O)OCC)C(=O)OC(C)(C)C